C[Si](CCOCN1CC=CC=C1)(C)C 1-((2-(trimethylsilyl)ethoxy)methyl)-1H-pyridine